(neopentyl-cyclopentadienyl)tris(dimethylamino)zirconium C(C(C)(C)C)C1(C=CC=C1)[Zr](N(C)C)(N(C)C)N(C)C